C(C)(=O)C1=CC=C(S1)C=1N=NN(C1)C1C(NC(CC1)=O)=O 3-[4-(5-Acetylthiophen-2-yl)-1H-1,2,3-triazol-1-yl]piperidine-2,6-dione